(3β,23β)-17,23-epoxy-3-hydroxyveratraman-11-one C[C@H]1C[C@@H]2[C@H]([C@H]([C@]3(O2)CC[C@H]4[C@@H]5CC=C6C[C@H](CC[C@@]6([C@H]5C(=O)C4=C3C)C)O)C)NC1